2-(6-Chloro-4-(((S)-3-methylpiperidin-1-yl)methyl)pyridin-2-yl)-6-((S)-1,1,1-trifluoro-3-(4-methyl-4H-1,2,4-triazol-3-yl)propan-2-yl)isoindolin-1-one ClC1=CC(=CC(=N1)N1C(C2=CC(=CC=C2C1)[C@@H](C(F)(F)F)CC1=NN=CN1C)=O)CN1C[C@H](CCC1)C